ClC=1C=CC(=C(C1)NC(CCCC=1SC=CC1)=O)OCCOC N-(5-chloro-2-(2-methoxyethoxy)phenyl)-4-(thiophen-2-yl)butanamide